hydroxymethyl-(N-methyliminodiacetic acid) boronate B(O)O.OCC(C(=O)O)N(C)CC(=O)O